tert-butyl 4-(3-(1-((5-cyclopropyl-1H-pyrazol-3-yl)amino)-1-oxopropan-2-yl)phenyl)piperidine-1-carboxylate C1(CC1)C1=CC(=NN1)NC(C(C)C=1C=C(C=CC1)C1CCN(CC1)C(=O)OC(C)(C)C)=O